BrC1=C(COC2OCCCC2)C=CC=C1 2-(2-Bromobenzyloxy)-tetrahydro-2H-pyran